4-bromo-1-(4-(trifluoromethoxy)phenyl)-1H-pyrazolo[3,4-b]pyridine-3-carbonitrile BrC1=C2C(=NC=C1)N(N=C2C#N)C2=CC=C(C=C2)OC(F)(F)F